COC1=NC=CC(=C1)C=1OC=C(N1)C(=O)NC=1C=C2C(=NC1N1CCCCC1)N=C(O2)N2CCOCC2 2-(2-methoxypyridin-4-yl)-N-(2-morpholinyl-5-(piperidin-1-yl)oxazolo[4,5-b]pyridin-6-yl)oxazole-4-carboxamide